Tert-butyl 6-amino-7-(methylamino)-3,4-dihydro-2H-quinoline-1-carboxylate NC=1C=C2CCCN(C2=CC1NC)C(=O)OC(C)(C)C